ClC=1C=CC(=C(C1)NC1=NC=NC2=CC(=C(C=C12)[N+](=O)[O-])C#CC1[C@@H]2CN(C[C@H]12)C)F N-(5-chloro-2-fluorophenyl)-7-(((1R,5S,6s)-3-methyl-3-azabicyclo[3.1.0]hexan-6-yl)ethynyl)-6-nitroquinazolin-4-amine